(R)-diphenyl 2,3-dihydroxypropyl phosphate P(=O)(OC1=CC=CC=C1)(OC1=CC=CC=C1)OC[C@@H](CO)O